[AlH4-].[Li+].FC1=C2CC(CC2=C(C=C1NC([C@@H](C)N(C)C)=O)F)(CO)O (2R)-N-[4,7-difluoro-2-hydroxy-2-(hydroxymethyl)indan-5-yl]-2-(dimethylamino)propanamide Lithium aluminum hydride